4-phenylbenzene-1,3-dicarboxylic acid C1(=CC=CC=C1)C1=C(C=C(C=C1)C(=O)O)C(=O)O